CC1=NC=C(C=N1)C=1C=CC2=C(C3=C(O2)C(=CC=C3)NC(C)C3=CC=CC=C3)C1 8-(2-methylpyrimidin-5-yl)-N-(1-phenylethyl)dibenzo[b,d]furan-4-amine